BrC=1C=C(C2=C(N(C(N2)=O)C=2SC(=NN2)C(F)F)C1)N1C[C@H](N(CC1)C(=O)OC(C)(C)C)C tert-butyl (2R)-4-[6-bromo-1-[5-(difluoromethyl)-1,3,4-thiadiazol-2-yl]-2-oxo-3H-benzimidazol-4-yl]-2-methyl-piperazine-1-carboxylate